2,3-dimethyl-maleic acid bis(5-hexenyl) ester C(CCCC=C)OC(\C(=C(/C(=O)OCCCCC=C)\C)\C)=O